3-fluoroacrylic acid FC=CC(=O)O